C1(=C(C=CC=C1)N(C(C(=O)O)=O)CCC=C)C1=CC=CC=C1 2-([1,1'-biphenyl]-2-yl-(but-3-en-1-yl)amino)-2-oxoacetic acid